C1(=CC=C(C=C1)N(C1=CC=C(C=C1)C1=CC=C(C=C1)C=1C(=CC(=CC1C1=CC=CC=C1)C1=CC=CC=C1)C1=CC=CC=C1)C1=CC=CC=C1)C1=CC=CC=C1 N-([1,1'-biphenyl]-4-yl)-N,3',5'-triphenyl-[1,1':2',1'':4'',1'''-quaterphenyl]-4'''-amine